C1(=CC(=CC=C1)C1=NC(=NC=C1Cl)NC1CCN(CC1)C(CCCCCCCCCNC(OC(C)(C)C)=O)=O)C1=CC=CC=C1 tert-butyl (10-(4-((4-([1,1'-biphenyl]-3-yl)-5-chloropyrimidin-2-yl)amino)piperidin-1-yl)-10-oxodecyl)carbamate